NCCS(=O)(=O)[O-].C(CCCCCCCCCCC)(=O)O.[K+] potassium laurate taurate